1,2-dimethyl-5-[7-[(3R)-3-methyl-3,4-dihydro-1H-isoquinoline-2-carbonyl]-2-[2-[4-(2-morpholinoethoxy)phenyl]acetyl]-3,4-dihydro-1H-isoquinolin-6-yl]-N-phenyl-pyrrole-3-carboxamide CN1C(=C(C=C1C=1C=C2CCN(CC2=CC1C(=O)N1CC2=CC=CC=C2C[C@H]1C)C(CC1=CC=C(C=C1)OCCN1CCOCC1)=O)C(=O)NC1=CC=CC=C1)C